N1N=CN=C1C1=CC=C(CSC2=C(C(N(N=C2)C(C)(C)C)=O)Cl)C=C1 (4-(1H-1,2,4-triazol-5-yl)benzylthio)-2-tert-butyl-4-chloropyridazin-3(2H)-one